OC([C@H]([C@@H](C(=O)[O-])OC(C1=CC=C(C=C1)C)=O)OC(C1=CC=C(C=C1)C)=O)=O (2S,3S)-4-hydroxy-2,3-bis[(4-methylbenzoyl)oxy]-4-oxobutanoate